diboron dihydrophenanthrene C1CC=CC=2C3=CC=CC=C3C=CC12.[B].[B]